NC1=NC=NN2C1=CC=C2[C@H]2[C@@H]([C@@H]([C@](O2)(C#N)CC(C(=O)O)C)O)O.C2=CC=CC=1C3=CC=CC=C3C(C21)COC(=O)NCC(=O)O N-(9-fluorenylmethoxycarbonyl)glycine ((2R,3S,4R,5S)-5-(4-aminopyrrolo[2,1-f][1,2,4]triazin-7-yl)-2-cyano-3,4-dihydroxytetrahydrofuran-2-yl)methyl-propionate